2,2,2-trifluoroethyl 2-[benzyl-[(4-chloro-2-methyl-phenyl)methyl]amino]-2-oxo-acetate C(C1=CC=CC=C1)N(C(C(=O)OCC(F)(F)F)=O)CC1=C(C=C(C=C1)Cl)C